1-((8-((2'-cyano-2-methyl-3'-(3-morpholinopropoxy)-[1,1'-biphenyl]-3-yl)amino)-1,7-naphthyridin-3-yl)methyl)piperidine-2-acetic acid C(#N)C1=C(C=CC=C1OCCCN1CCOCC1)C1=C(C(=CC=C1)NC=1N=CC=C2C=C(C=NC12)CN1C(CCCC1)CC(=O)O)C